OOC(C(O)CC(=O)O)=O malic acid hydroxy ester